1-(1-(((tert-butyldiphenylsilyl)oxy)methyl)-2,2-difluorocyclopropyl)ethan-1-ol [Si](C1=CC=CC=C1)(C1=CC=CC=C1)(C(C)(C)C)OCC1(C(C1)(F)F)C(C)O